(1R,5S)-N-((1S,3R)-3-hydroxycyclopentyl)-3-(7-(3-hydroxynaphthalen-1-yl)-2-((tetrahydro-1H-pyrrolizin-7a(5H)-yl)methoxy)quinazolin-4-yl)-3,8-diazabicyclo[3.2.1]octane-8-carboxamide O[C@H]1C[C@H](CC1)NC(=O)N1[C@H]2CN(C[C@@H]1CC2)C2=NC(=NC1=CC(=CC=C21)C2=CC(=CC1=CC=CC=C21)O)OCC21CCCN1CCC2